C(C)OC(=O)C1=C(C2=C(S1)C=CC=C2C#N)COC2=CC=C(C=C2)C(N)=O 3-((4-carbamoyl-phenoxy)methyl)-4-cyanobenzo[b]thiophene-2-carboxylic acid ethyl ester